6-iodo-2,3-dihydrospiro[chromene-4,1'-cyclopropane]-2'-formic acid IC=1C=C2C(=CC1)OCCC21C(C1)C(=O)O